n-butylbenzene tetrafluoroborate F[B-](F)(F)F.C(CCC)C1=CC=CC=C1